methyl (S)-4-(1-(3-(difluoromethyl)-5-(4-fluoro-3-(prop-1-yn-1-yl)phenoxy)-1-methyl-1H-pyrazole-4-carboxamido)ethyl)benzoate FC(C1=NN(C(=C1C(=O)N[C@@H](C)C1=CC=C(C(=O)OC)C=C1)OC1=CC(=C(C=C1)F)C#CC)C)F